C[C@H]1CN(C[C@H](N1CC1CCOCC1)C)CC1=CC=2N(C=C1)N=CC2N2C(NC(CC2)=O)=O 1-(5-(((3S,5R)-3,5-dimethyl-4-((tetrahydro-2H-pyran-4-yl)methyl)piperazin-1-yl)methyl)pyrazolo[1,5-a]pyridin-3-yl)dihydropyrimidine-2,4(1H,3H)-dione